C(C)N1OC(C2C1C(CC(C2)CC)CC)(C)C 1,5,7-triethyl-3,3-dimethyloctahydrobenzo[c]isoxazole